BrC=1C=2N(C=CC1)C(=C(N2)I)NC(OC(C)(C)C)=O tert-butyl N-{8-bromo-2-iodoimidazo[1,2-a]pyridin-3-yl}carbamate